OCN1C(C=CC=C1CC(CC(C)(C)C)C)=O 1-hydroxymethyl-6-(2,4,4-trimethylpentyl)-2-pyridon